5-((tert-butyldiphenylsilyl)oxy)-3-phenylpentan-2-one [Si](C1=CC=CC=C1)(C1=CC=CC=C1)(C(C)(C)C)OCCC(C(C)=O)C1=CC=CC=C1